CC1=C(C=CC=C1)\C=C\[C@@H]1[C@@H](C1)C1=CC=C(C=C1)C 1-methyl-2-((E)-2-((1r,2r)-2-(p-tolyl)cyclopropyl)vinyl)benzene